FC1(CCC(CC1)C(C(=O)NC1=CC=C(C=C1)C=1C(=[N+](C=CC1C(F)(F)F)[O-])C)NC(=O)C1=CC=NN1CC)F 3-(4-(2-(4,4-difluorocyclohexyl)-2-(1-ethyl-1H-pyrazole-5-carboxamido)acetamido)phenyl)-2-methyl-4-(trifluoromethyl)pyridine 1-oxide